6-((2S,5R)-5-Ethyl-2-methyl-4-(1-(4-(trifluoromethyl)phenyl)propyl)piperazin-1-yl)-9-((1-hydroxycyclopentyl)methyl)-3-methyl-3,9-dihydro-2H-purin-2-one C(C)[C@H]1N(C[C@@H](N(C1)C=1C=2N=CN(C2N(C(N1)=O)C)CC1(CCCC1)O)C)C(CC)C1=CC=C(C=C1)C(F)(F)F